ClC=1C=NC=C(C1NC(C1=CC(=CC=C1)OC(F)F)=O)Cl N-(3,5-dichloropyridin-4-yl)-3-difluoromethoxybenzamide